(1-oxotetrahydro-1λ6-thiophen-1-ylidene)amine O=S1(CCCC1)=N